C(C)OP(=O)(OCC)C(C(=O)OC(C)(C)C)CC=1SC=C(N1)CCCCCCCC tert-butyl 2-(diethoxyphosphoryl)-3-(4-octylthiazol-2-yl)propanoate